7-(5-ethynyl-6-fluoroisoquinolin-4-yl)-8-fluoro-2-(((2R,7aS)-2-fluorotetrahydro-1H-pyrrolizin-7a(5H)-yl)methoxy)-N-methyl-N-(((R)-pyrrolidin-2-yl)methyl)pyrido[4,3-d]pyrimidin-4-amine C(#C)C1=C2C(=CN=CC2=CC=C1F)C1=C(C=2N=C(N=C(C2C=N1)N(C[C@@H]1NCCC1)C)OC[C@]12CCCN2C[C@@H](C1)F)F